2-(thiazol-2-yl)morpholine S1C(=NC=C1)C1CNCCO1